C1(C(C(C(C2=NC3=CC=CC=C3N=C12)=O)=O)=O)=O phenazinetetron